3-p-cyanophenyl-1H-pyrazole-5-carboxamide C(#N)C1=CC=C(C=C1)C1=NNC(=C1)C(=O)N